p-methyl-phenyl-sulfonium CC1=CC=C(C=C1)[SH2+]